NC1=NC(=C(C(=N1)O)C(C(F)(F)F)(F)F)Cl 2-Amino-6-chloro-5-(1,1,2,2,2-pentafluoroethyl)pyrimidin-4-ol